C(C)(CC)C1C(NC2=C(CN1C(=O)C=1C(=NN(C1)C)CCO)C=CC=C2)=O 3-(sec-butyl)-4-(3-(2-hydroxyethyl)-1-methyl-1H-pyrazole-4-carbonyl)-1,3,4,5-tetrahydro-2H-benzo[1,4]diazepin-2-one